3-(9-((4-(aminomethyl)-2-fluoro-6-methylphenyl)carbamoyl)-4,5-dihydrobenzo[b]thieno[2,3-d]oxepin-8-yl)-6-(propylcarbamoyl)picolinic acid NCC1=CC(=C(C(=C1)C)NC(=O)C1=CC2=C(OCCC3=C2SC=C3)C=C1C=1C(=NC(=CC1)C(NCCC)=O)C(=O)O)F